5,5-dicyanobenzene C(#N)C1(CC=CC=C1)C#N